C(C)(C)C1=C(C=CC=C1)C1(CN(C1)C(CCC(=O)OC)=O)C(NC=1C(=NC(=CC1)C)OC)=O Methyl 4-(3-(2-isopropylphenyl)-3-((2-methoxy-6-methylpyridin-3-yl)carbamoyl)azetidin-1-yl)-4-oxobutanoate